ClC1=C(C(=C(C=C1)NS(=O)(=O)C=1C(=NC=C(C1)F)OC)F)C=1N=CC=2N(C1)C=NC2C=2N(C=CN2)COCC[Si](C)(C)C N-[4-chloro-2-fluoro-3-[1-(1-[[2-(trimethylsilyl)ethoxy]methyl]imidazol-2-yl)imidazo[1,5-a]pyrazin-6-yl]phenyl]-5-fluoro-2-methoxypyridine-3-sulfonamide